2-methyl-2-morpholino-1-(4-methylphenylsulfanyl)propane-1-one CC(C(=O)SC1=CC=C(C=C1)C)(C)N1CCOCC1